[3-[(4-chlorophenyl)carbamoyl]-5,6-dihydro-4H-cyclopenta[b]thiophen-2-yl]-1-sulfamoyl-piperidine-2-carboxamide ClC1=CC=C(C=C1)NC(=O)C=1C2=C(SC1C1(N(CCCC1)S(N)(=O)=O)C(=O)N)CCC2